5-(1,3-dioxolan-2-yl)-2-(tributylstannyl)pyridine O1C(OCC1)C=1C=CC(=NC1)[Sn](CCCC)(CCCC)CCCC